C(C)(C)C(CO)CO 2-isopropylpropane-1,3-diol